CC=1OC=CC1C(=O)O 2-methyl-3-Furancarboxylic Acid